Cl.ClCC=1C(=NC=CC1)C1=CC=NN1C(C)C 3-(chloromethyl)-2-(1-isopropyl-1H-pyrazol-5-yl)pyridine hydrochloride